α,α-diethylpropiolactone C(C)C1(C(=O)OC1)CC